O[C@H](C(=O)OCC1=CC=CC=C1)C1(CC1)O (S)-BENZYL 2-HYDROXY-2-(1-HYDROXYCYCLOPROPYL)ACETATE